methyl-ethyl-silanediol C[Si](O)(O)CC